COC=1C=C(N=NC1OC1=CC=CC=C1)C1=CC=C(C=O)C=C1 4-(5-Methoxy-6-phenoxypyridazin-3-yl)benzaldehyde